COC(CC1=NC=CC(=C1)C=1C(=NN2C1CN(CC2)C2(CC=CC=C2)C)C2=CC=C(C=C2)F)=O 2-{4-[2-(4-fluorophenyl)-5-(1-methylphenyl)-4H,6H,7H-pyrazolo[1,5-a]pyrazin-3-yl]pyridin-2-yl}acetic acid methyl ester